CC=1C(=NC=C(C1)OS(=O)(=O)C(F)(F)F)C1=CN(CCC1)C(=O)OC(C)(C)C tert-butyl 3-methyl-5-(((trifluoromethyl)sulfonyl) oxy)-5',6'-dihydro-[2,3'-bipyridine]-1'(4'H)-carboxylate